FC(C(=O)O)(F)F.N1CCC(CC1)C=1OC(=NN1)C(F)(F)F 2-(Piperidin-4-yl)-5-(trifluoromethyl)-1,3,4-oxadiazole trifluoroacetate salt